CC=1C(=NN2C1C(N(CC2)C2=C(C=C(C=C2)C2=NC1=CC=C(C=C1C=N2)C(F)(F)F)C)=O)C(=O)OCC ethyl 3-methyl-5-(2-methyl-4-(6-(trifluoromethyl) quinazolin-2-yl) phenyl)-4-oxo-4,5,6,7-tetrahydropyrazolo[1,5-a]pyrazine-2-carboxylate